C1(CCCC1)C(=O)N1CCC(CC1)OC1=C(C=C(C=C1)NC=1C2=C(N=CN1)C=NC(=C2)N2CCN(CC2)C(=O)OC(C)(C)C)C tert-butyl 4-(4-((4-((1-(cyclopentanecarbonyl)piperidin-4-yl)oxy)-3-methylphenyl)amino)pyrido[3,4-d]pyrimidin-6-yl)piperazine-1-carboxylate